7-(2-(3-aminoazetidin-1-yl)-7-(8-ethyl-7-fluoro-3-(methoxymethoxy)naphthalen-1-yl)-5,6,7,8-tetrahydropyrido[3,4-d]pyrimidin-4-yl)-1,3,7-triazaspiro[4.5]decane-2,4-dione NC1CN(C1)C=1N=C(C2=C(N1)CN(CC2)C2=CC(=CC1=CC=C(C(=C21)CC)F)OCOC)N2CC1(C(NC(N1)=O)=O)CCC2